(4S)-4-[1-(2,6-dioxo-3-piperidyl)-3-methyl-2-oxo-benzimidazol-4-yl]-2,2-dimethyl-piperidine-1-carboxylic acid tert-butyl ester C(C)(C)(C)OC(=O)N1C(C[C@H](CC1)C1=CC=CC=2N(C(N(C21)C)=O)C2C(NC(CC2)=O)=O)(C)C